3-azabicyclo[3.2.1]octane formate C(=O)O.C12CNCC(CC1)C2